CS(=O)(=O)OCC=1C=NC(=CC1)C1C(NC(CC1)=O)=O (6-(2,6-dioxopiperidin-3-yl)pyridin-3-yl)methyl methanesulfonate